(1R,2S,5S)-3-((S)-2-(3,3-dimethylbutanamido)-3,3-dimethylbutanoyl)-6,6-dimethyl-3-azabicyclo[3.1.0]hexane-2-carboxylic acid CC(CC(=O)N[C@H](C(=O)N1[C@@H]([C@H]2C([C@H]2C1)(C)C)C(=O)O)C(C)(C)C)(C)C